C(C1=CC=CC=C1)N1CC(OCC1)CNC(=O)C=1C=2C[C@@H]3[C@H](C2N(N1)C1=C(C=C(C=C1)F)F)C3 (1aR,5aR)-2-(2,4-Difluoro-phenyl)-1a,2,5,5a-tetrahydro-1H-2,3-diaza-cyclopropa[a]pentalene-4-carboxylic acid (4-benzyl-morpholin-2-ylmethyl)-amide